C1(CC1)C=1N=C(N=NC1C1=C(C=C(C=O)C=C1)OCOCC)N[C@H]1CN(CCC1)C (R)-4-(5-cyclopropyl-3-((1-methylpiperidin-3-yl)amino)-1,2,4-triazin-6-yl)-3-(ethoxymethoxy)benzaldehyde